2-((4-(6-((4-Chloro-2-fluorobenzyl)oxy)pyridin-2-yl)piperidin-1-yl)methyl)-4-((1s,3s)-3-fluorocyclobutoxy)-1-methyl-1H-benzo[d]imidazole-6-carboxylic acid ClC1=CC(=C(COC2=CC=CC(=N2)C2CCN(CC2)CC2=NC3=C(N2C)C=C(C=C3OC3CC(C3)F)C(=O)O)C=C1)F